N-(tert-butyl)-3-((2-((4-(1-((2-(2,6-dioxopiperidin-3-yl)-7-fluoro-1-oxoisoindolin-5-yl)methyl)piperidin-4-yl)phenyl)amino)-5-methylpyrimidin-4-yl)amino)benzenesulfonamide C(C)(C)(C)NS(=O)(=O)C1=CC(=CC=C1)NC1=NC(=NC=C1C)NC1=CC=C(C=C1)C1CCN(CC1)CC=1C=C2CN(C(C2=C(C1)F)=O)C1C(NC(CC1)=O)=O